NC=1C=2N(C=CN1)C(=NC2I)C2C[C@@H](N(C2)C(C=C)=O)COC 1-[(2R)-4-{8-Amino-1-iodoimidazo[1,5-a]pyrazin-3-yl}-2-(methoxymethyl)pyrrolidin-1-yl]prop-2-en-1-one